Cl.C1(CC1)C=1C=CC=2N(C1)C=C(N2)CN (6-cyclopropylimidazo[1,2-a]pyridin-2-yl)methanamine hydrochloride